3,5-Di-n-heptylcyclohexyl-Lithium C(CCCCCC)C1CC(CC(C1)CCCCCCC)[Li]